2-morpholinoethyl 6-(7-(3,4-dimethoxyphenyl)pyrazolo[1,5-a]pyrimidine-2-carboxamido)nicotinate COC=1C=C(C=CC1OC)C1=CC=NC=2N1N=C(C2)C(=O)NC2=NC=C(C(=O)OCCN1CCOCC1)C=C2